Benzyl ((7-(4-methylthiazol-2-yl)-3-(1-(tetrahydro-2H-pyran-2-yl)-3-(2-(trifluoromethyl)pyridin-3-yl)-1H-pyrazolo[3,4-b]pyrazin-6-yl)-3-azabicyclo[4.1.0]heptan-7-yl)methyl)carbamate CC=1N=C(SC1)C1(C2CCN(CC12)C1=CN=C2C(=N1)N(N=C2C=2C(=NC=CC2)C(F)(F)F)C2OCCCC2)CNC(OCC2=CC=CC=C2)=O